C[C@]12CC3(CC(C[C@@](C1)(C3)C)C2)NC(NC2CCC(CC2)OC2=CC=C(OCCCC(=O)O)C=C2)=O 4-(4-(((1R,4r)-4-(3-((1R,3R,5S,7R)-3,5-dimethyladamantan-1-yl)ureido)cyclohexyl)oxy)phenoxy)butanoic acid